O[C@H](C)[C@@]1(N(CCC1)C(=O)C1=CC(=C2N1CCC1=CC(=C(C=C21)C2=CC(NC(=C2)C)=O)OC)C=2SC=CC2)C 4-[3-[(2R)-2-[(1R)-1-hydroxyethyl]-2-methyl-pyrrolidine-1-carbonyl]-8-methoxy-1-(2-thienyl)-5,6-dihydropyrrolo[2,1-a]isoquinolin-9-yl]-6-methyl-1H-pyridin-2-one